FC(C(C(C(C(C(C(F)(F)F)(F)F)(F)F)(F)F)(F)F)(F)F)(S(=O)(=O)N)F perfluoroheptyl-sulfonamide